CC=1C=C2C(=CNC2=CC1)CC(CCCC)NC(=O)C1=CC2=C(S1)C=C(C=C2)N2CCN(CC2)C N-(1-(5-methyl-1H-indole-3-yl)hexane-2-yl)-6-(4-methylpiperazine-1-yl)benzo[b]thiophene-2-carboxamide